5-(phenyl-3-bromophenyl-methanesulfinylmethyl)thiazole C1(=CC=CC=C1)C(C1=CN=CS1)(S(=O)C)C1=CC(=CC=C1)Br